[La+3].C(C)(C)NC=NC(C)C.C(C)(C)NC=NC(C)C.C(C)(C)NC=NC(C)C tris(N,N'-diisopropylformamidine) lanthanum (III)